2,5-divinyl-benzaldehyde C(=C)C1=C(C=O)C=C(C=C1)C=C